(3R)-1-[3-(benzylthio)-2-methylphenyl]-3-hydroxypyrrolidin-2-one C(C1=CC=CC=C1)SC=1C(=C(C=CC1)N1C([C@@H](CC1)O)=O)C